CON(C(=O)C1=NNC(=C1)C(F)(F)F)C N-methoxy-N-methyl-5-(trifluoromethyl)-1H-pyrazole-3-carboxamide